(R)-2-(Fmoc-amino)-2-(Boc-amino)-acetic acid C(=O)(OCC1C2=CC=CC=C2C2=CC=CC=C12)N[C@@H](C(=O)O)NC(=O)OC(C)(C)C